C(CCCCCCCCCCC)OC(C=C)=O lauryl-acrylate